6-oxo-1-(2,2,2-trifluoroethyl)pyridine-3-carboxylic acid O=C1C=CC(=CN1CC(F)(F)F)C(=O)O